COC1=C(C(=CC=C1)OC)C1=CC(=NN1CC(C)C)C(=O)N[C@H](CC(=O)NCCC)CC(C)C (3S)-3-{[5-(2,6-dimethoxyphenyl)-1-(2-methylpropyl)-1H-pyrazol-3-yl]formamido}-5-methyl-N-propylhexanamide